F\C=C/F CIS-1,2-DIFLUOROETHYLENE